6-(3-isopropyl-5-(piperidin-4-yl)-1H-indol-2-yl)-7,8-dimethyltetrazolo[1,5-a]pyridine C(C)(C)C1=C(NC2=CC=C(C=C12)C1CCNCC1)C=1C(=C(C=2N(C1)N=NN2)C)C